N-[[6-[(2-Methoxyphenyl)methoxy]-2-pyridyl]sulfonyl]-2-(2,2,4-trimethylpyrrolidin-1-yl)pyridin-3-carboxamid COC1=C(C=CC=C1)COC1=CC=CC(=N1)S(=O)(=O)NC(=O)C=1C(=NC=CC1)N1C(CC(C1)C)(C)C